BrC1=CN=C2N1C=CN=C2NC=2C=NN(C2)C 3-bromo-N-(1-methyl-1H-pyrazol-4-yl)imidazo[1,2-a]Pyrazine-8-amine